((3S,4S)-1-(5-(6-(2-fluoroethoxy)-1H-pyrazolo[3',4':3,4]pyrazolo[1,5-a]pyridin-4-yl)pyridin-2-yl)-3-hydroxypiperidin-4-yl)amine hydrochloride Cl.FCCOC=1C=C(C=2N(C1)N=C1C2C=NN1)C=1C=CC(=NC1)N1C[C@@H]([C@H](CC1)N)O